C(C1=CC=CC=C1)(=O)C1=CC=C(C(=O)N[C@H]2[C@@H](CCCC2)NC(C2=CC=NC=C2)=O)C=C1 N-((1r,2r)-2-(4-benzoylbenzamido)cyclohexyl)isonicotinamide